propane dipalmitate C(CCCCCCCCCCCCCCC)(=O)O.C(CCCCCCCCCCCCCCC)(=O)O.CCC